5-(2,3,3a,4,6,6a-Hexahydro-1H-pyrrolo[3,4-c]pyrrol-5-yl)-N-[(1R)-1-(3,4-dimethoxyphenyl)ethyl]-2-methyl-benzamide C1NCC2C1CN(C2)C=2C=CC(=C(C(=O)N[C@H](C)C1=CC(=C(C=C1)OC)OC)C2)C